N1(N=CC=C1)C1=C(CN(C(OC(C)(C)C)=O)C=2C=3N(C=C(N2)Cl)C(=CN3)C(C)C)C=CC=C1 tert-butyl (2-(1H-pyrazol-1-yl)benzyl)(6-chloro-3-isopropylimidazo[1,2-a]pyrazin-8-yl)carbamate